((3AS,4R,6aR)-4-(4-chloro-5-methyl-7H-pyrrolo[2,3-d]pyrimidin-7-yl)-2,2-dimethyl-3a,6a-dihydro-4H-cyclopenta[d][1,3]dioxol-6-yl)methanol ClC=1C2=C(N=CN1)N(C=C2C)[C@@H]2C=C([C@H]1OC(O[C@H]12)(C)C)CO